N-(2-Chloro-4-(trifluoromethyl)phenyl)cyclobutane-1-carboxamide ClC1=C(C=CC(=C1)C(F)(F)F)NC(=O)C1CCC1